ClC=1C=CC(=C(C(=O)N[C@@H](C[C@H]2C(N[C@@H](C2)C)=O)C(C(=O)NC2CC2)O)C1)NC(=O)N(C)CC1CCC(CC1)(F)F 5-chloro-N-((2S)-4-(cyclopropylamino)-3-hydroxy-1-((3S,5R)-5-methyl-2-oxopyrrolidin-3-yl)-4-oxobutan-2-yl)-2-(3-((4,4-difluorocyclohexyl)methyl)-3-methylureido)benzamide